3-(2-fluoro-6-(trifluoromethyl)phenethyl)azetidine 4-methylbenzenesulfonate CC1=CC=C(C=C1)S(=O)(=O)O.FC1=C(CCC2CNC2)C(=CC=C1)C(F)(F)F